beta-aminoethyl methacrylate sulfate S(=O)(=O)(O)O.C(C(=C)C)(=O)OCCN